COC(=O)N1[C@H](CCC2=C3C(=CC=C12)N(C(=N3)CC=3N=NC=C(C3)C(F)(F)F)C3CCCCC3)C (1R,3R)-3-((S)-6-(Methoxycarbonyl)-7-methyl-2-((5-(trifluoromethyl)pyridazin-3-yl)methyl)-6,7,8,9-tetrahydro-3H-imidazo[4,5-f]chinolin-3-yl)cyclohexan